FC(COC1=NC=CC(=C1)[C@@H](C(F)F)OC1=NN(C2=NN=C(C=C21)C=2C(NC(NN2)=O)=O)C)F 6-[3-[(1S)-1-[2-(2,2-difluoroethoxy)-4-pyridyl]-2,2-difluoro-ethoxy]-1-methyl-pyrazolo[3,4-c]pyridazin-5-yl]-2H-1,2,4-triazine-3,5-dione